C(C1=CC=CC=C1)OC1=C(C(=CC(=C1)C(F)F)O)C(=O)N1CC2=CC(=CC=C2CC1)O[C@@H]1CN(CC1)C (S)-(2-(Benzyloxy)-4-(difluoromethyl)-6-hydroxyphenyl)(7-((1-methylpyrrolidin-3-yl)oxy)-3,4-dihydroisoquinolin-2(1H)-yl)methanone